1-tert-butyl 3-ethyl 4-methoxypiperidine-1,3-dicarboxylate COC1C(CN(CC1)C(=O)OC(C)(C)C)C(=O)OCC